NC1=C(C=C(C=C1)N1NNC=C1)O 2-amino-5-(2H-1,2,3-triazol-1-yl)phenol